1-(3-(4-bromo-1H-pyrrole-2-carboxamido)cyclohexyl)-N-methyl-2-(pyridin-2-yl)1H-benzo[d]imidazole-5-carboxamide BrC=1C=C(NC1)C(=O)NC1CC(CCC1)N1C(=NC2=C1C=CC(=C2)C(=O)NC)C2=NC=CC=C2